5-bromo-3-(2-methoxypyrimidin-5-yl)-1-((2-(trimethylsilyl)ethoxy)methyl)-1H-pyrazolo[3,4-b]pyridine BrC=1C=C2C(=NC1)N(N=C2C=2C=NC(=NC2)OC)COCC[Si](C)(C)C